C(C1=CC=CC=C1)NC1=C2NC=NC2=NC=N1 N6-Benzyladenin